(R)-4,4-difluoro-2-(4-(pentafluoro-λ6-sulfaneyl)phenyl)piperidine FC1(C[C@@H](NCC1)C1=CC=C(C=C1)S(F)(F)(F)(F)F)F